O=C1N(CCC(N1)=O)C=1C=C(C(=O)N2CCN(CC2)CC2=CC=C(C(=O)O)C=C2)C=CC1OC 4-((4-(3-(2,4-Dioxotetrahydropyrimidin-1(2H)-yl)-4-methoxybenzoyl)piperazin-1-yl)methyl)benzoic acid